ClC1=CC2=C(N(C(N=C2N2[C@@H](CN(C[C@H]2C)C(C=C)=O)C)=O)C=2C(=NC=CC2C)C(C)C)N=C1C1=C(C=CC=C1O)F (M)-6-chloro-4-((2R,6R)-2,6-dimethyl-4-(2-propenoyl)-1-piperazinyl)-7-(2-fluoro-6-hydroxyphenyl)-1-(4-methyl-2-(2-propanyl)-3-pyridinyl)pyrido[2,3-d]pyrimidin-2(1H)-one